2-(4,4-difluoropiperidin-1-yl)-3-fluoro-N-(4-methoxybenzyl)-6-methylpyridin-4-amine FC1(CCN(CC1)C1=NC(=CC(=C1F)NCC1=CC=C(C=C1)OC)C)F